N1(C=NCC1)CCCCCCCC\C=C/CCCCCCCCCCCC(=O)N imidazolineerucic acid amide